ClC1=NN2C(N=C(C=C2)N2[C@H](C[C@H](C2)O)C2=C(C=CC(=C2)F)F)=C1NC(=S)N[C@H]1[C@@H](C1)O 1-(2-chloro-5-((2R,4R)-2-(2,5-difluorophenyl)-4-hydroxypyrrolidin-1-yl)pyrazolo[1,5-a]pyrimidin-3-yl)-3-((1R,2R)-2-hydroxycyclopropyl)thiourea